[Si](C)(C)(C(C)(C)C)OCC1=C(C=C(C=C1)F)C(C)=NO 1-(2-(((tert-butyldimethylsilyl)oxy)methyl)-5-fluorophenyl)ethan-1-one oxime